C(C)(C)SC=1C=C2C=CNC2=CC1 5-Isopropylthioindole